1-[4-(2-fluoroethyl)-2,5-dimethoxyphenyl]propan-2-amine FCCC1=CC(=C(C=C1OC)CC(C)N)OC